ClCC1=CC=C(C=C1)N1C(=NC=2C1=NC(=CC2)C2=CC=CC=C2)C=2C(=NC=CC2)N 3-(3-(4-(Chloromethyl)phenyl)-5-phenyl-3H-imidazo[4,5-b]pyridin-2-yl)pyridin-2-amine